5-(4-(Hexyloxy)-1,2,5-thiadiazol-3-yl)-1-(1-(((hexyloxy)carbonyl)oxy)ethyl)-1-methyl-1,2,3,6-tetrahydropyridin-1-ium iodide [I-].C(CCCCC)OC=1C(=NSN1)C1=CCC[N+](C1)(C)C(C)OC(=O)OCCCCCC